isopropyl (isopropoxy(((1R,2S,4S,6R)-2-(methoxymethyl)-6-methyl-3-oxoquinuclidin-2-yl)methoxy)phosphoryl)-L-phenylalaninate C(C)(C)OP(=O)(OC[C@@]1(N2[C@@H](C[C@@H](C1=O)CC2)C)COC)N[C@@H](CC2=CC=CC=C2)C(=O)OC(C)C